5-bromo-1-cyclopropyl-4-methylpyridin-2(1H)-one BrC=1C(=CC(N(C1)C1CC1)=O)C